(R)-(+)-indoline-2-carboxylic acid C1[C@@H](NC2=CC=CC=C21)C(=O)O